COC1=C(C2=CC=CC=C2C=C1)[C@@H](C1CCN(CC1)C(=O)OC(C)(C)C)N[S@@](=O)C(C)(C)C tert-butyl 4-[(R)-(2-methoxynaphthalen-1-yl)([[(S)-2-methylpropane-2-sulfinyl]amino])methyl]piperidine-1-carboxylate